CC1(C(C(=CC2(CN(C2)C(=O)C=2C=NN(C2)C)C1)C#N)=O)C 8,8-dimethyl-2-(1-methyl-1H-pyrazole-4-carbonyl)-7-oxo-2-azaspiro[3.5]non-5-ene-6-carbonitrile